NC1=C(C=C(C(=O)OC)C=C1)NC[C@H]1OCC1 methyl (S)-4-amino-3-((((S)-oxetan-2-yl)methyl)amino)benzoate